C[C@H](CCC)OC1=C(C(=O)N)C=CC=C1 2-[(2R)-pentan-2-yloxy]benzamide